C([Si](C1=NC=CC=C1)(C)C)[Si](C1=NC=CC=C1)(C)C methylenebis[dimethyl(2-pyridyl)silane]